C(C=C)N1C[NH+](C=C1)CC=C.FC(C=1C=C(C=C(C1)C(F)(F)F)P(C1=CC=CC=2C(C3=CC=CC(=C3OC12)P(C1=CC(=CC(=C1)C(F)(F)F)C(F)(F)F)C1=CC(=CC(=C1)C(F)(F)F)C(F)(F)F)(C)C)C1=CC(=CC(=C1)C(F)(F)F)C(F)(F)F)(F)F 4,5-bis[bis(3,5-bistrifluoromethylphenyl)phosphanyl]-9,9-dimethyl-9H-xanthene, 1,3-diallyldihydroimidazolium salt